disodium monocopper citrate C(CC(O)(C(=O)[O-])CC(=O)[O-])(=O)[O-].[Cu+2].[Na+].[Na+]